C(=CC)[Si](C1=CC=CC=C1)(C1=CC=CC=C1)C1=CC=CC=C1 propenyl-triphenylsilicon